CC1=CC(=C(N=C1)C2=N[C@@](C(=O)N2)(C)C(C)C)C(=O)O The molecule is a 5-methyl-2-[4-methyl-5-oxo-4-(propan-2-yl)-4,5-dihydro-1H-imidazol-2-yl]pyridine-3-carboxylic acid that has (S)-configuration. It is a conjugate acid of a (S)-imazapic(1-). It is an enantiomer of a (R)-imazapic.